ClC=1C(N(C(=NC1[C@@H]1[C@H](C1)C=1C=NN(C1F)C([2H])([2H])[2H])C)C1=C(C(=NC=C1C)Cl)F)=O 5-chloro-3-(2-chloro-3-fluoro-5-methylpyridin-4-yl)-6-((1S,2S)-2-(5-fluoro-1-(methyl-d3)-1H-pyrazol-4-yl)cyclopropyl)-2-methylpyrimidin-4(3H)-one